S(N)(=O)(=O)NCCCCCCNS(N)(=O)=O N,N'-bis-sulfamoyl-1,6-hexanediamine